C1(CC1)C1=C(C(=NO1)C1=C(C=CC=C1Cl)Cl)C1=CC2(C1)CCN(CC2)C=2SC1=C(N2)C(=CC(=C1)C(=O)NS(=O)(=O)C1CC1)F 2-(2-(5-cyclopropyl-3-(2,6-dichlorophenyl)isoxazol-4-yl)-7-azaspiro[3.5]non-1-en-7-yl)-N-(cyclopropylsulfonyl)-4-fluorobenzo[d]thiazole-6-carboxamide